(E)-N-(4-(7-chloro-4-(morpholinomethyl)quinolin-2-yl)benzylidene)-2-methylpropan-2-sulfinamide ClC1=CC=C2C(=CC(=NC2=C1)C1=CC=C(\C=N\S(=O)C(C)(C)C)C=C1)CN1CCOCC1